(R)-8-chloro-N-(pyrrolidin-3-yl)quinolin-4-amine hydrochloride Cl.ClC=1C=CC=C2C(=CC=NC12)N[C@H]1CNCC1